3-ketocholesterol C[C@H](CCCC(C)C)[C@H]1CC[C@@H]2[C@@]1(CC[C@H]3[C@H]2CC=C4[C@@]3(CCC(=O)C4)C)C